3-HYDROXYISOVALERAT OC(CC(=O)[O-])(C)C